5-methyl-N-(2-(4-(4-methylpiperazin-1-yl)-3-(trifluoromethyl)phenyl)-1H-benz[d]imidazol-5-yl)isoxazole-4-carboxamide CC1=C(C=NO1)C(=O)NC1=CC2=C(NC(=N2)C2=CC(=C(C=C2)N2CCN(CC2)C)C(F)(F)F)C=C1